allyl-4'-hydroxyacetophenone C(C=C)CC(=O)C1=CC=C(C=C1)O